BrC1=CC(=C(C(=C1)F)N1C(=NC(=C1Cl)C(=O)O)CC)F 1-(4-Bromo-2,6-difluorophenyl)-5-chloro-2-ethyl-1H-imidazole-4-carboxylic Acid